ClC=1C=C(C(=O)N2[C@@H](CC[C@@H](C2)C2=NOC(=N2)C2=CC=C(C=C2)F)C)C=CC1 (2R,5S)-1-(3-chlorobenzoyl)-5-[5-(4-fluorophenyl)-1,2,4-oxadiazol-3-yl]-2-methylpiperidine